3-methyl-1-(pyrimidin-2-yl)-1H-pyrazole-4-carboxylic acid CC1=NN(C=C1C(=O)O)C1=NC=CC=N1